1-methoxy-2-(6-(2-methyl-2H-pyrazolo[3,4-b]pyridin-5-yl)thieno[2,3-b]pyridin-2-yl)-2-propanol COCC(C)(O)C1=CC=2C(=NC(=CC2)C2=CC=3C(N=C2)=NN(C3)C)S1